sulfur benzyl-difluoromethyl-pyrimidinamine C(C1=CC=CC=C1)C=1C(=NC(=NC1)N)C(F)F.[S]